3-trifluoromethyl-2,2-dimethylpropionic acid FC(CC(C(=O)O)(C)C)(F)F